3-(3-(4-methylpiperazine-1-carbonyl)pyrazolo[1,5-a]pyridin-5-yl)-N-(1-methylpiperidin-4-yl)-1H-pyrrolo[2,3-b]pyridine-5-carboxamide CN1CCN(CC1)C(=O)C=1C=NN2C1C=C(C=C2)C2=CNC1=NC=C(C=C12)C(=O)NC1CCN(CC1)C